6-(2-methyl-2H-indazol-5-yl)-2-(piperazin-1-yl)thiazolo[4,5-d]pyrimidin-7(6H)-one CN1N=C2C=CC(=CC2=C1)N1C=NC2=C(C1=O)SC(=N2)N2CCNCC2